(3R,4R,5S)-4-azido-5-((benzoyloxy)methyl)tetrahydrofuran-2,3-diyl diacetate C(C)(=O)OC1O[C@@H]([C@H]([C@H]1OC(C)=O)N=[N+]=[N-])COC(C1=CC=CC=C1)=O